C12NCC(C1N1C(=NC=3C(=NC=4C(=C(C(=CC4C31)CCC#N)C3=CC(=CC1=CC=CC=C31)O)F)C=3OC=CN3)CC)C2 3-(1-((endo)-2-azabicyclo[2.1.1]hexan-5-yl)-2-ethyl-6-fluoro-7-(3-hydroxynaphthalen-1-yl)-4-(oxazol-2-yl)-1H-imidazo[4,5-c]quinolin-8-yl)propanenitrile